NC1=CC(=C(C=N1)NC(C1=NC(=CC=C1)C(F)(F)F)=O)OC(C)C N-(6-amino-4-isopropoxypyridin-3-yl)-6-(trifluoromethyl)picolinamide